OC=1C=C(OCCCP([O-])(=O)O)C=C(C1C(CCC1=CC(=C(C=C1)OC)O)=O)O.[K+] Potassium 3-[3,5-dihydroxy-4-[3-(3-hydroxy-4-methoxyphenyl)propanoyl]phenoxy]propyl-hydroxyphosphinate